2-(1-oxo-2-(2-(5,6,7,8-tetrahydro-1,8-naphthyridin-2-yl)ethyl)-2,9-diazaspiro[5.5]undec-9-yl)acetic acid O=C1N(CCCC12CCN(CC2)CC(=O)O)CCC2=NC=1NCCCC1C=C2